2,4'-methylenebis(cyclohexyl) diisocyanate C(C1CCC(CC1)N=C=O)C1C(CCCC1)N=C=O